3-((2S)-pyrrolidin-2-yl)prop-2-enoic acid ethyl ester C(C)OC(C=C[C@H]1NCCC1)=O